C(C)(C)(C)OC(N[C@H]1C(N(C2=C(OC1)C=CC(=C2)C#CC2(COC2)O)C)=C=O)=O (S)-(7-((3-hydroxyoxetan-3-yl)ethynyl)-5-methyl-4-carbonyl-2,3,4,5-tetrahydrobenzo[b][1,4]Oxazepin-3-yl)carbamic acid tert-butyl ester